(S)-1-azido-37-oxo-40-(14-sulfotetradecanamido)-3,6,9,12,15,18,21,24,27,30,33-undecaoxa-36-azahentetracontan-41-oic acid N(=[N+]=[N-])CCOCCOCCOCCOCCOCCOCCOCCOCCOCCOCCOCCNC(CC[C@@H](C(=O)O)NC(CCCCCCCCCCCCCS(=O)(=O)O)=O)=O